ClC=1C=C(C=CC1C(=O)N1CCN(CC1)C(=O)N1CCN(CC1)C)NC(=O)C=1N(C(=CN1)C=1C(=NN(C1)C1CC1)C(F)(F)F)C N-(3-chloro-4-(4-(4-methylpiperazine-1-carbonyl)piperazine-1-carbonyl)phenyl)-5-(1-cyclopropyl-3-(trifluoromethyl)-1H-pyrazol-4-yl)-1-methyl-1H-imidazole-2-carboxamide